6-amino-2-ethylsulfanyl-9-[(4-bromophenyl)methyl]-7H-purin-8-one NC1=C2NC(N(C2=NC(=N1)SCC)CC1=CC=C(C=C1)Br)=O